C(C)(C)(C)OC(=O)N1CC(C(CC1)C1=CC2=C(NC(N2C)=O)C=C1)=O.OCC1=CCCO1 5-(hydroxymethyl)dihydrofuran tert-butyl-4-(3-methyl-2-oxo-1H-benzimidazol-5-yl)-3-oxo-piperidine-1-carboxylate